tert-butyl (S)-(2-(1-((tert-butylsulfinyl)imino)ethyl)-6-(difluoromethyl)pyridin-4-yl)carbamate C(C)(C)(C)[S@](=O)N=C(C)C1=NC(=CC(=C1)NC(OC(C)(C)C)=O)C(F)F